5a,6,7,8,9,9a-hexahydro-5H-indeno[1,2-b]pyridin N1=C2C(=CC=C1)CC1CCCCC12